C[C@H]1N[C@@H](CC1)C (2r,5r)-2,5-dimethylpyrrolidine